COC(=O)C1=CC(=C(C=2OCCOC21)C#N)F 8-cyano-7-fluoro-2,3-dihydrobenzo[b][1,4]dioxine-5-carboxylic acid methyl ester